C(C)(=O)C1=CN=C(O1)C=1C(=C2C(=NC1)NC=C2)N[C@H]2CN(CCC2)C(CC#N)=O (R)-3-(3-((5-(5-acetyloxazol-2-yl)-1H-pyrrolo[2,3-b]pyridin-4-yl)amino)piperidin-1-yl)-3-oxopropanenitrile